Dibutoxymethyl-(3-vinylphenyl)silane C(CCC)OC(OCCCC)[SiH2]C1=CC(=CC=C1)C=C